C1(CCC1)CN(C(=O)OCC1=C(N=NN1C)C1=CC=C(C(=N1)C)O[C@H]1[C@@H]2[C@@H]([C@@H]2CC1)C(=O)O)C |&1:26| (±)-(1S,2R,5R)-2-((6-(5-((((cyclobutylmethyl)(methyl)carbamoyl)oxy)methyl)-1-methyl-1H-1,2,3-triazol-4-yl)-2-methylpyridin-3-yl)oxy)bicyclo[3.1.0]hexane-6-carboxylic Acid